N1=C(C=CC2=CC=C3C(=C12)C=CC=C3)C=O benzoquinolinal